CC(CC1=CNC2=CC=CC(=C12)C)N 1-methyl-2-(4-methyl-1H-indol-3-yl)-ethylamine